2-({3-[(E)-2-{5-[(diethylamino)methyl]pyridin-2-yl}vinyl]-1H-indazol-6-yl}thio)-4-fluoro-N-methylbenzamide C(C)N(CC)CC=1C=CC(=NC1)/C=C/C1=NNC2=CC(=CC=C12)SC1=C(C(=O)NC)C=CC(=C1)F